N-{1-(3-Methoxycyclobutyl)-3-(pyridine-2-yl)-1H-pyrazol-4-yl}-2-(1H-pyrazol-4-yl)thiazole-4-carboxamide COC1CC(C1)N1N=C(C(=C1)NC(=O)C=1N=C(SC1)C=1C=NNC1)C1=NC=CC=C1